4-(benzyloxy)-5-(2-cyclopropylethoxy)-2-iodobenzene C(C1=CC=CC=C1)OC1=CC(=CC=C1OCCC1CC1)I